C1=CC=CC=2C3=CC=CC=C3N(C12)CC(C)N(C)C 1-(9H-carbazol-9-yl)-N,N-dimethylpropan-2-amine